(2S)-5-[methyl-(2-phenylethyl)amino]-2-phenyl-2-propan-2-ylpentanenitrile, hydrochloride Cl.CN(CCC[C@](C#N)(C(C)C)C1=CC=CC=C1)CCC1=CC=CC=C1